C(C1=CC=CC=C1)C1N(C(C2=CC=CC=C12)=O)CC1=CC2=C(NC(O2)=O)C=C1 6-((1-benzyl-3-oxoisoindolin-2-yl)methyl)benzo[d]oxazol-2(3H)-one